hydrogenborate B(O)([O-])[O-]